benzyl 4-(6-methyl-3-oxo-4H-quinoxalin-2-yl)piperidine-1-carboxylate CC=1C=C2NC(C(=NC2=CC1)C1CCN(CC1)C(=O)OCC1=CC=CC=C1)=O